FC(C(=O)O)(COC1=NC=CC=C1OC(F)(F)F)F 2,2-difluoro-3-((3-(trifluoromethoxy)pyridin-2-yl)oxy)propionic acid